C[C@@H](C(=O)O)C(C)N methyl-(R)-3-aminobutyric acid